4-(6-(4-aminopiperidin-1-yl)-5-cyano-4-(4-cyano-3-fluorophenyl)pyridin-3-yl)-N-hydroxybenzamide NC1CCN(CC1)C1=C(C(=C(C=N1)C1=CC=C(C(=O)NO)C=C1)C1=CC(=C(C=C1)C#N)F)C#N